Cl.N[C@@H](CCCCN)C(=O)O lysine HCl